[Cu].[Ni].[Ti] titanium-nickel-copper